3,3-dimethoxy-1-(thiophen-2-yl)cyclobutane-1-carbonitrile COC1(CC(C1)(C#N)C=1SC=CC1)OC